2-(2,4-dioxotetrahydropyrimidin-1(2H)-yl)-5-((4-(5,6,7,8-tetrahydrobenzo[4,5]thieno[2,3-d]pyrimidin-4-yl)-3,6-dihydropyridine-1(2H)-yl)methyl)isoindoline-1,3-dione O=C1N(CCC(N1)=O)N1C(C2=CC=C(C=C2C1=O)CN1CCC(=CC1)C=1C2=C(N=CN1)SC1=C2CCCC1)=O